oxazol-5-yl benzoate C(C1=CC=CC=C1)(=O)OC1=CN=CO1